2-(1,5-naphthyridin-4-yl)-1h,5h,6h,7h-pyrrolo[3,2-c]Pyridin-4-one N1=CC=C(C2=NC=CC=C12)C1=CC=2C(NCCC2N1)=O